1-[(2,4-dimethylthiazol-5-yl)methyl]-N-(1-methylcyclopropyl)-2-oxo-3-thiazol-5-yl-benzimidazole-5-sulfonamide CC=1SC(=C(N1)C)CN1C(N(C2=C1C=CC(=C2)S(=O)(=O)NC2(CC2)C)C2=CN=CS2)=O